C1CCCC12CCCCC2=O Spiro[4.5]decan-10-one